C1(CC1)C1=NC(=NO1)C1=CC=C(C=O)C=C1 4-(5-cyclopropyl-1,2,4-oxadiazol-3-yl)benzaldehyde